2-fluoro-3,6-bis(trifluoromethyl)-phenylacetic acid FC1=C(C(=CC=C1C(F)(F)F)C(F)(F)F)CC(=O)O